trans-cinnamoyl chloride C(\C=C\C1=CC=CC=C1)(=O)Cl